C(C)(C)C1=CC(=NN1)NC1=CN=C2C(=N1)N(C=N2)[C@H](C)C2=CC=CC=C2 (R)-N-(5-isopropyl-1H-pyrazol-3-yl)-1-(1-phenylethyl)-1H-imidazo[4,5-b]pyrazin-6-amine